2-(4-methylbenzyl)-2-dimethylamino-4-morpholinyl-phenyl-butanone tert-Butyl-(3-(4-fluoro-2-(trifluoromethyl)phenyl)prop-2-yn-1-yl)carbamate C(C)(C)(C)N(C(O)=O)CC#CC1=C(C=C(C=C1)F)C(F)(F)F.CC1=CC=C(CC2(C(C=CC(=C2)N2CCOCC2)CC(CC)=O)N(C)C)C=C1